5-bromo-1-ethylpyridin-2(1H)-one BrC=1C=CC(N(C1)CC)=O